COC(CC[C@@H](C)[C@H]1CC[C@H]2[C@@H]3C([C@@H]([C@@H]4C[C@H](CC[C@]4(C)[C@H]3CC[C@]12C)O)CC)=O)=O Methyl-3β-hydroxyl-6α-ethyl-7-oxo-5β-cholan-24-oate